2,2-Thiodiethylene Bis[3-(3,5-di-tert-butyl-4-hydroxyphenyl)propionate] CC(C)(C)C1=CC(=CC(=C1O)C(C)(C)C)CCC(=O)OCCSCCOC(=O)CCC2=CC(=C(C(=C2)C(C)(C)C)O)C(C)(C)C